C1(=C(C=CC=C1)N1CCN(CC1)CCCCOC=1C=CC=2C3C(C(NC2C1)=O)C3)C 5-(4-(4-(o-tolyl)piperazin-1-yl)butoxy)-1,1a,3,7b-tetrahydro-2H-cyclopropa[c]quinolin-2-one